C(C=C)(=O)N1[C@H](CN(CC1)C=1C2=C(N=C(N1)OC[C@H]1N(CCC1)C)OC1(CC2)CCC=2C=3C=NNC3C=CC21)CC#N 2-((2S)-1-acryloyl-4-(2'-(((S)-1-methylpyrrolidin-2-yl)methoxy)-5',6',7,8-tetrahydro-3H-spiro[cyclopenta[e]indazole-6,7'-pyrano[2,3-d]pyrimidin]-4'-yl)piperazin-2-yl)acetonitrile